ClC1=C(C=CC(=C1)F)OCCOC chloro-4-fluoro-1-(2-methoxyethoxy)benzene